C(#N)C1=CC(=C(C[C@@H]2C(=C(NC=3C(=CNC(C23)=O)C)C)C(=O)O)C=C1)OC (S)-4-(4-cyano-2-methoxybenzyl)-2,8-dimethyl-5-oxo-1,4,5,6-tetrahydro-1,6-naphthyridine-3-carboxylic acid